ONS(=O)(=O)C=1C=C(SC1)C(=O)NC(C)C 4-(hydroxysulfamoyl)-N-(propan-2-yl)thiophene-2-carboxamide